FC(COC=1C=2N(C=NC1C=1C=NNC1)N=C(N2)NC2CCN(CC2)S(=O)(=O)C)F 8-(2,2-difluoroethoxy)-N-(1-(methylsulfonyl)piperidin-4-yl)-7-(1H-pyrazol-4-yl)-[1,2,4]triazolo[1,5-c]pyrimidin-2-amine